S1C(=CC=C1)C1=CNC=2N=CN=C(C21)N 5-(thiophen-2-yl)-7H-pyrrolo[2,3-d]pyrimidin-4-amine